FC(C1(CC(=NO1)OC(C1=CC=CC=C1)=O)C1=NC(=CN=C1)C(F)(F)F)(F)F (5-(trifluoromethyl)-5-[6-(trifluoromethyl)pyrazin-2-yl]-4H-isoxazol-3-yl)benzoate